2-methyl-5-amino-N-ethyl-benzenesulfonyl-aniline CC1=C(C=C(C=C1)N)S(=O)(=O)N(C1=CC=CC=C1)CC